C1(CC1)C=1C=CC=2N(C1)N=C(C2S(=O)(=O)CC)N2CC=1C=C3C(=CC1C2=O)OC(O3)(F)F 6-(6-cyclopropyl-3-ethylsulfonyl-pyrazolo[1,5-a]pyridin-2-yl)-2,2-difluoro-5H-[1,3]dioxolo[4,5-f]isoindol-7-one